NCCOCCOCCOCC(=O)O {2-[2-(2-amino-ethoxy)-ethoxy]-ethoxy}-acetic acid